4-methyl-2,6-di-(t-butyl)phenol CC1=CC(=C(C(=C1)C(C)(C)C)O)C(C)(C)C